2-methyl-4-oxo-piperidine-1-carboxylic acid tert-butyl ester C(C)(C)(C)OC(=O)N1C(CC(CC1)=O)C